O=C1NC=CC2=CC=CC=C12 oxo-1,2-dihydroisoquinolin